2-({4-[(2-imino-2,3-dihydro-1,3-oxazol-3-yl)methyl]-1H-1,3-benzodiazol-2-yl}amino)-2-[3-(trifluoromethyl)phenyl]propyl 2,2-dimethylpropanoate CC(C(=O)OCC(C)(C1=CC(=CC=C1)C(F)(F)F)NC1=NC2=C(N1)C=CC=C2CN2C(OC=C2)=N)(C)C